BrC=1C=C2C(=NC(=NC2=C(C1F)C=O)C)OCC1=CC=C(C=C1)OC 6-bromo-7-fluoro-4-[(4-methoxyphenyl)methoxy]-2-methylquinazoline-8-carbaldehyde